S(=O)(=O)(C1=CC=C(C)C=C1)OCCOCCOCCOCC(=O)OC Methyl 2-(2-(2-(2-(tosyloxy)ethoxy)ethoxy)ethoxy)acetate